C(CN([C@@H](CC(=O)O)C(=O)O)CC(=O)O)(=O)O L-aspartic acid N,N-diacetic acid